FC1=C2C(=C(N=C(C2=CN=C1[Sn](CCCC)(CCCC)CCCC)N1C[C@H]2C[C@H]([C@@H](C1)N2C(=O)OC(C)(C)C)O[Si](CC)(CC)CC)C)C tert-butyl (1R,5R,6R)-3-(5-fluoro-3,4-dimethyl-6-tributylstannyl-2,7-naphthyridin-1-yl)-6-triethylsilyloxy-3,8-diazabicyclo[3.2.1]octane-8-carboxylate